N(=O)O.C[Na] methyl-sodium nitrite